C1(CCCCC1)S(=O)(=O)C1CN(C1)C=1C(=C(C(=O)OC)C=CC1)N1C=CC=C1 Methyl 3-(3-(cyclohexylsulfonyl)azetidin-1-yl)-2-(1H-pyrrol-1-yl)benzoate